ClC1=C(C(=CC=C1)Cl)COC=1C=NC(=NC1)N1CC(OCC1)CN(C)C [(4-{5-[(2,6-dichlorophenyl)methoxy]pyrimidin-2-yl}morpholin-2-yl)methyl]dimethylamine